The molecule is a docosanoid anion that is the conjugate base of 13,14(S)-dihydroxy-(7Z,9E,11E,16Z,19Z)-docosapentaenoic acid, obtained by deprotonation of the carboxy group; major species at pH 7.3. It is a docosanoid anion, a long-chain fatty acid anion and a hydroxy polyunsaturated fatty acid anion. It is a conjugate base of a 13,14(S)-dihydroxy-(7Z,9E,11E,16Z,19Z)-docosapentaenoic acid. CC/C=C\\C/C=C\\C[C@@H](C(/C=C/C=C/C=C\\CCCCCC(=O)[O-])O)O